CC(C)N1CCC(CC1)N1CCN(CCC1)C1=CC=CC(=N1)C(=O)NC1=CN=CS1 6-{4-[1-(Propan-2-yl)piperidin-4-yl]-1,4-diazepan-1-yl}-N-(1,3-thiazol-5-yl)pyridine-2-carboxamide